3-(2-ethoxyethoxy)benzaldehyde C(C)OCCOC=1C=C(C=O)C=CC1